tert-butyl-(5S)-2-[(4,4-difluorocyclohexyl)methyl]-3-oxo-2,3,5,6,7,8-hexahydro[1,2,4]triazolo[4,3-a]pyridine-5-carboxylate C(C)(C)(C)OC(=O)[C@@H]1CCCC=2N1C(N(N2)CC2CCC(CC2)(F)F)=O